COC1=CC=C(C=C1)OC(C(=O)OC1=CC=C(C=C1)OC)=O.ClC1=C(C(=O)NC2CC2)C=C(C=N1)C=1C=NN(C1)C1=C(C=C(C=C1Cl)C(C(F)(F)F)(C(F)(F)F)F)Cl 2-chloro-N-cyclopropyl-5-{1-[2,6-dichloro-4-(perfluoroprop-2-yl)phenyl]-1H-pyrazol-4-yl}nicotinamide bis(4-methoxyphenyl)oxalate